1-{7-[4-(6,7-difluoro-3-quinolylamino)-2-pyrimidinylamino]-3,4-dihydro-2H-1,4-benzoxazin-4-yl}-2-(dimethylamino)-1-ethanone FC=1C=C2C=C(C=NC2=CC1F)NC1=NC(=NC=C1)NC1=CC2=C(N(CCO2)C(CN(C)C)=O)C=C1